(S)-methyl 6-((3-methylpiperidin-1-yl)methyl)imidazo[1,2-a]pyridine-8-carboxylate C[C@@H]1CN(CCC1)CC=1C=C(C=2N(C1)C=CN2)C(=O)OC